3-[(4,4-Difluorocyclohexyl)methyl]-4-[(4-fluorophenyl)methyl]-4,5-dihydro-1,2,4-thiadiazol-5-one FC1(CCC(CC1)CC1=NSC(N1CC1=CC=C(C=C1)F)=O)F